Natrium stearoyltaurat C(CCCCCCCCCCCCCCCCC)(=O)NCCS(=O)(=O)[O-].[Na+]